(5-chloroisoindolin-2-yl)-N-(3-hydroxyphenyl)-7-(1H-pyrazol-4-yl)-3-(tetrahydro-2H-pyran-4-yl)pyrazolo[1,5-a]pyrimidine-2-carboxamide ClC=1C=C2CN(CC2=CC1)C1=NC=2N(C(=C1)C=1C=NNC1)N=C(C2C2CCOCC2)C(=O)NC2=CC(=CC=C2)O